1-((1-ethyl-1H-imidazol-5-yl)methyl)1H-thiophene C(C)N1C=NC=C1CS1C=CC=C1